2-(4-(3-chlorophenyl)piperazin-1-yl-ethyl)-2-azaspiro[4.4]non-7-en-1-one ClC=1C=C(C=CC1)N1CCN(CC1)CCN1C(C2(CC1)CC=CC2)=O